5,7-dimethoxy-2H-chromen-2-one COC1=C2C=CC(OC2=CC(=C1)OC)=O